FC1=CC(=C(OC=2N=NC(=CC2C(=O)NC=2C(=NC(=CC2)OC)C)C(F)(F)F)C=C1)C 3-(4-fluoro-2-methylphenoxy)-N-(6-methoxy-2-methylpyridin-3-yl)-6-(trifluoromethyl)pyridazine-4-carboxamide